C(OC1=CC=C(C=C1)CNC(OC1=CC=CC=C1)=O)([2H])([2H])[2H] phenyl N-{[4-(2H3)methoxyphenyl]methyl}carbamate